ClC1=C2C(=CNC2=C(C=C1)NS(=O)(=O)C=1C=NN(C1)[C@H]([C@@H](C)O)C)C#N N-(4-Chloro-3-cyano-1H-indol-7-yl)-1-[(1S,2R)-2-hydroxy-1-methyl-propyl]pyrazol-4-sulfonamid